5-amino-2,2',3',4',6'-pentafluoro-[1,1'-biphenyl]-4-ol NC=1C(=CC(=C(C1)C1=C(C(=C(C=C1F)F)F)F)F)O